acryloxypropyldichloromethylsilane C(C=C)(=O)OCCC[SiH2]C(Cl)Cl